(2,4-dimethoxy-phenyl)thiadiazole-5-carboxamide COC1=C(C=CC(=C1)OC)C=1N=NSC1C(=O)N